trans-rac-N-[(3R,4R)-4-hydroxypiperidin-3-yl]carbamic acid benzyl ester hydrochloride Cl.C(C1=CC=CC=C1)OC(N[C@@H]1CNCC[C@H]1O)=O |r|